1-(1H-benzo[d][1,2,3]triazol-6-yl)-6-fluoro-9H-pyrido[3,4-b]indole N1N=NC2=C1C=C(C=C2)C2=NC=CC1=C2NC2=CC=C(C=C12)F